3-(4,4,5,5-tetramethyl-1,3,2-dioxaborolan-2-yl)phenylpyridine-2(1H)-one CC1(OB(OC1(C)C)C=1C=C(C=CC1)N1C(C=CC=C1)=O)C